O[C@@H]1[C@H](CCC[C@@H]1O)COC1=CC=C(C(=N1)C)C=1C=CC(=C(COC2=CC=3C[C@@H]4[C@H](C3C=C2)[C@H]4C(=O)OCC)C1)F (1S,1aS,6aR)-4-((5-(6-(((1R,2R,3S)-2,3-dihydroxycyclohexyl)methoxy)-2-methylpyridin-3-yl)-2-fluorobenzyl)oxy)-1,1a,6,6a-tetrahydrocyclopropa[a]indene-1-carboxylic acid, ethyl ester